tert-butyl (3R)-3-ethyl-4-(2-nitropyridin-3-yl)piperazine-1-carboxylate C(C)[C@@H]1CN(CCN1C=1C(=NC=CC1)[N+](=O)[O-])C(=O)OC(C)(C)C